ClC1=CC(=C(C=C1)C1=C2C=CC(=NC2=CC(=N1)N1C[C@@H](OCC1)C1=CC(=NC=C1)OC)C)F 5-(4-chloro-2-fluorophenyl)-7-((2S)-2-(2-methoxy-4-pyridyl)-4-morpholinyl)-2-methyl-1,6-naphthyridine